C(C1=CC=CC=C1)NC1=NC(=NC2=C(C=CC=C12)OC)N1C(=CC=2C(=CC=CC12)C(=O)N)C 1-[4-(benzylamino)-8-methoxy-quinazolin-2-yl]-2-methyl-indole-4-carboxamide